FC1=C(C=C(C=C1)F)[C@H]1CN(CCN1)C(=O)OC(C)(C)C tert-butyl (S)-3-(2,5-difluorophenyl)piperazine-1-carboxylate